4-amino-5-bromo-8-(methoxymethyl)-8,9-dihydropyrazino[1',2':1,5]pyrrolo[2,3-d]pyrimidine-7(6H)-carboxylic acid tert-butyl ester C(C)(C)(C)OC(=O)N1CC2=C(C3=C(N=CN=C3N)N2CC1COC)Br